C(C)OCC(COC(C)COC(C)COC(C)COC(C)COC(C)COC(C)COC(C)CO)O ethoxyoctapropylene glycol